BrC=1C=C2C(=NC=NC2=CC1)C1=CC(=C(C=C1)N1CC2CNCC2C1)F 6-bromo-4-(3-fluoro-4-(hexahydropyrrolo[3,4-c]pyrrol-2(1H)-yl)phenyl)quinazoline